3-[3-[2-[2-fluoro-5-[(6-fluoro-4-methyl-1H-indol-5-yl)oxy]phenyl]-1H-imidazol-5-yl]-3-methyl-2H-benzofuran-7-yl]propanoic acid FC1=C(C=C(C=C1)OC=1C(=C2C=CNC2=CC1F)C)C=1NC(=CN1)C1(COC2=C1C=CC=C2CCC(=O)O)C